ClC1=NN(C(=C1C(=O)OC)S(=O)(=O)NC(=O)NC1=NC(=CC(=N1)OC)OC)C methyl 3-chloro-5-[[[[(4,6-dimethoxy-2-pyrimidinyl)amino]carbonyl] amino] sulfonyl]-1-methyl-1H-pyrazole-4-carboxylate